2-bromo-4,4-bis(2-hydroxyethyl)-5-[(4-methoxyphenyl)methyl]thieno[2,3-c]pyrrol-6-one BrC1=CC2=C(C(N(C2(CCO)CCO)CC2=CC=C(C=C2)OC)=O)S1